1,4-bis((5-nitro-3-(trifluoromethyl)pyridin-2-yl)oxy)cyclohexane [N+](=O)([O-])C=1C=C(C(=NC1)OC1CCC(CC1)OC1=NC=C(C=C1C(F)(F)F)[N+](=O)[O-])C(F)(F)F